Manganese(II) sulfate Monohydrate O.S(=O)(=O)([O-])[O-].[Mn+2]